tert-butyl (2R,5S)-5-[(1R)-1-amino-2-ethoxy-2-oxo-ethyl]-1-methyl-pyrrolidine-2-carboxylate N[C@@H](C(=O)OCC)[C@@H]1CC[C@@H](N1C)C(=O)OC(C)(C)C